(R)-2-(6-(6-((1-(5-fluoro-2-hydroxyphenyl)ethyl)amino)imidazo[1,2-b]pyridazin-3-yl)pyridazin-4-yl)ethan-1-ol FC=1C=CC(=C(C1)[C@@H](C)NC=1C=CC=2N(N1)C(=CN2)C2=CC(=CN=N2)CCO)O